4,4'-biphenylacrylate C1(=CC=C(C=C1)C1=CC=CC=C1)C=CC(=O)[O-]